N[C@@H](C)C1=NC(=CC2=C1CN(C2=O)C2=NC(=CC=C2)C2=NN=CN2CC)C2(CC2)C 4-[(1S)-1-aminoethyl]-2-[6-(4-ethyl-4H-1,2,4-triazol-3-yl)pyridin-2-yl]-6-(1-methylcyclopropyl)-2,3-dihydro-1H-pyrrolo[3,4-c]pyridin-1-one